2-oxoisovaleric acid (2-oxoisovalerate) O=C(C(=O)O)C(C)C.O=C(C(=O)O)C(C)C